2-(3-(2-(2-aminoethoxy)ethoxy)propan-amido)-N-(3-methyl-1,2,4-thiadiazol-5-yl)benzamide NCCOCCOCCC(=O)NC1=C(C(=O)NC2=NC(=NS2)C)C=CC=C1